n-butyl-2-oxo-1-propyl-1,2-dihydrobenzo[cd]indole-6-sulfonamide C(CCC)C1=CC=C2C3=C1C(N(C3=CC=C2S(=O)(=O)N)CCC)=O